FC1=CC=C(C(=N1)C1=CC=C(C=C1)CO)OC(C)C [4-(6-fluoro-3-isopropoxypyridin-2-yl)phenyl]methanol